ClC=1C=C(C=C2C(=C(C=NC12)C#N)NCC(C)(C)C)NC(O)=O.ClC1=C(C=NC2=CC=CC=C12)C#CCCCCl 4-chloro-3-(5-chloropent-1-yn-1-yl)quinoline (8-chloro-3-cyano-4-(neopentylamino)quinolin-6-yl)carbamate